(E)-6-((1-(2-(5-Cyclopropyl-3-(3,5-dichloropyridin-4-yl)isoxazol-4-yl)vinyl)-2-oxabicyclo[2.2.2]octan-4-yl)methoxy)-4-(difluoromethoxy)chinolin C1(CC1)C1=C(C(=NO1)C1=C(C=NC=C1Cl)Cl)/C=C/C12OCC(CC1)(CC2)COC=2C=C1C(=CC=NC1=CC2)OC(F)F